2-[(6-{8-[(2-cyano-2-methylideneethyl)amino]-7-methoxynaphthalen-2-yl}pyridin-2-yl)formamido]-N-(1-methylpiperidin-4-yl)acetamide C(#N)C(CNC=1C(=CC=C2C=CC(=CC12)C1=CC=CC(=N1)C(=O)NCC(=O)NC1CCN(CC1)C)OC)=C